ethyl 3-(1-methylcyclopropyl)-1,2,4-oxadiazole-5-carboxylate CC1(CC1)C1=NOC(=N1)C(=O)OCC